C(C)N(CC)C=1C(=C(C(=C(C(=O)[O-])C1)C(C1=CC=CC=C1)=O)O)N(CC)CC Bisdiethylaminohydroxybenzoylbenzoat